ethyl 4-(2-hydroxypropan-2-yl)-1-((6'-(5-oxo-4,5-dihydro-1,2,4-oxadiazol-3-yl)-[1,1':3',1''-terphenyl]-4-yl)methyl)-2-propyl-1H-imidazole-5-carboxylate OC(C)(C)C=1N=C(N(C1C(=O)OCC)CC1=CC=C(C=C1)C1=CC(=CC=C1C1=NOC(N1)=O)C1=CC=CC=C1)CCC